Nickel (II) dibutyl-dithiocarbamic acid C(CCC)N(C(S)=S)CCCC.[Ni+2]